methyl 3,3-dimethylbutyrate (3-ethyloxetan-3-yl)butyrate C(C)C1(COC1)OC(CCC)=O.CC(CC(=O)OC)(C)C